Methyl 4-(2-cyclopropyl-3-fluorophenyl)-2-methyl-5-oxo-1,4,5,7-tetrahydrofuro[3,4-b]pyridine-3-carboxylate C1(CC1)C1=C(C=CC=C1F)C1C2=C(NC(=C1C(=O)OC)C)COC2=O